5-[3-(1-methyl-1H-tetrazol-5-yl)phenyl]-5,8,9,10-tetrahydroindeno[5,4-b][1,4]diazepin-2,4(1H,3H)-dione CN1N=NN=C1C=1C=C(C=CC1)N1C2=C(NC(CC1=O)=O)C=1CCCC1C=C2